C(CCC)OCCOCCOC(CCCCC(=O)OCCOCCOCCCC)=O adipic acid di(butoxyethoxyethyl) ester